NC1=C2C(=NC=N1)N(N=C2C2=CC=C(C=C2)OC2=CC=CC=C2)[C@H]2CN(CCC2)C(C=C)=O 1-((3R)-3-(4-amino-3-(4-phenoxyphenyl)-1H-pyrazolo[3,4-d]pyrimidin-1-yl)-1-piperidinyl)-2-propen-1-one